C(C)(C)(C)OC(CN1CCN(CCN(CC1)CC(=O)OCC1=CC=CC=C1)CC(=O)OCC1=CC=CC=C1)=O dibenzyl 2,2'-(7-(2-(tert-butoxy)-2-oxoethyl)-1,4,7-triazonane-1,4-diyl)diacetate